N-(6-(5-(hydroxymethyl)-3-methyl-1H-indol-4-yl)imidazo[1,2-a]pyridin-2-yl)cyclopropanecarboxamide OCC=1C(=C2C(=CNC2=CC1)C)C=1C=CC=2N(C1)C=C(N2)NC(=O)C2CC2